7'-(1-((5-(5-(difluoromethyl)-1,3,4-oxadiazol-2-yl)pyridin-2-yl)methyl)-1H-1,2,3-triazol-4-yl)-1',4'-dihydro-3'H-spiro[piperidin-4,2'-quinoxalin]-3'-one FC(C1=NN=C(O1)C=1C=CC(=NC1)CN1N=NC(=C1)C1=CC=C2NC(C3(NC2=C1)CCNCC3)=O)F